3,7-Diamino-5-phenylphenazinium chloride [Cl-].NC=1C=CC2=NC3=CC=C(C=C3[N+](=C2C1)C1=CC=CC=C1)N